hydroxystyren OC=CC1=CC=CC=C1